4-((S)-2-((S)-2-amino-3-methylbutanamido)-5-ureidopentanamido)benzyl tert-butyl ethane-1,2-diyldicarbamate C(CNC(OC(C)(C)C)=O)NC(OCC1=CC=C(C=C1)NC([C@H](CCCNC(=O)N)NC([C@H](C(C)C)N)=O)=O)=O